ClC=1C=C(C=CC1F)NC1=NC=NC2=CC(=C(C=C12)O[C@@H]1CC[C@@H](CC1)N(C)C(C)=O)OC 4-[(3-chloro-4-fluoro-phenyl)amino]-6-[cis-4-(N-acetyl-N-methyl-amino)-cyclohex-1-yloxy]-7-methoxy-quinazoline